2,2-dimethylolbutyric acid antimony [Sb].C(O)C(C(=O)O)(CC)CO